S-(2-fluorophenyl)-thiobenzenesulfonate FC1=C(C=CC=C1)S=S(=O)([O-])C1=CC=CC=C1